CC1(CCC2(CCC(O2)OCCCOC2OC3(CC2)CCC(CC3)(C)C)CC1)C 1,3-bis((8,8-dimethyl-1-oxaspiro[4.5]decan-2-yl)oxy)propane